C(#N)C[C@@H](C(=O)N1OCC[C@H]1C1=CC=C(C#N)C=C1)C 4-[(3S)-2-[(2S)-3-cyano-2-methylpropanoyl]-1,2-oxazolidin-3-yl]benzonitrile